Ethyl 4-(3-((1-methyl-1H-pyrazol-5-yl)methyl)ureido)benzoate CN1N=CC=C1CNC(NC1=CC=C(C(=O)OCC)C=C1)=O